C(#N)C(CNC=1C(=CC=C2C=CC(=CC12)C1=NC=CC(=N1)C(=O)NC1CCC(CC1)N(C)CCOC)OC)=C 2-{8-[(2-cyano-2-methylideneethyl)amino]-7-methoxynaphthalen-2-yl}-N-[(1r,4r)-4-[(2-methoxyethyl)(methyl)amino]cyclohexyl]pyrimidine-4-carboxamide